CS(=O)(=O)OC(C1CCOCC1)C1=NC=CC=C1F (3-Fluoropyridin-2-yl)(tetrahydro-2H-pyran-4-yl)methyl MethanesulfoNate